FC1=NC=C(C(=C1C)I)C 2-fluoro-4-iodo-3,5-lutidine